ClC1=CC=C(C=C1)N(C(C1=NC=CC(=C1)C1=CC=C(C=C1)Cl)=O)C([2H])([2H])[2H] N,4-bis(4-chlorophenyl)-N-(methyl-d3)picolinamide